COC=1C=C(C=CC1OC)SCC1=C(C(=O)O)C=C(C(=C1)F)F 2-(((3,4-dimethoxyphenyl)thio)methyl)-4,5-difluorobenzoic acid